C(C1=CC=CC=C1)OC1=C(OC=CC1=O)C=O 3-(Benzyloxy)-4-oxo-4H-pyran-2-carbaldehyde